trimethoxysilylpropyl-carbamate CO[Si](OC)(OC)CCCNC([O-])=O